2-(2-aminoethyl)cyclohexanol NCCC1C(CCCC1)O